7-bromo-1-[6-[3-(dimethylamino)azetidin-1-yl]pyridin-3-yl]-6-methyl-4-oxoquinoline-3-carboxylic acid BrC1=C(C=C2C(C(=CN(C2=C1)C=1C=NC(=CC1)N1CC(C1)N(C)C)C(=O)O)=O)C